5-[(2-chlorophenyl)methyl]-2-ethyl-2,4-dihydro-3H-1,2,4-triazol-3-one ClC1=C(C=CC=C1)CC=1NC(N(N1)CC)=O